N-[1-(oxan-4-yl)piperidin-4-yl]-1-(2,2,2-trifluoroethyl)-2-{3-[(4-trifluoromethane-sulfonylphenyl)amino]prop-1-yn-1-yl}-1H-indol-4-amine O1CCC(CC1)N1CCC(CC1)NC=1C=2C=C(N(C2C=CC1)CC(F)(F)F)C#CCNC1=CC=C(C=C1)S(=O)(=O)C(F)(F)F